COC1=CC(=NC(=N1)C)C(C)=O 1-(6-Methoxy-2-methyl-pyrimidin-4-yl)-ethanone